N1-(2-fluorophenyl)-N2-((S)-1-(((S)-4-hydroxy-3-oxo-1-((S)-2-oxopiperidin-3-yl)butan-2-yl)amino)-4-methyl-1-oxopentan-2-yl)oxalamide FC1=C(C=CC=C1)NC(C(=O)N[C@H](C(=O)N[C@@H](C[C@H]1C(NCCC1)=O)C(CO)=O)CC(C)C)=O